2-(o-tolyl)ethan-1-ol carbonate C(O)(=O)OCCC1=C(C=CC=C1)C